3-(2,6-difluoro-4-(3-((5-(pyridin-2-yl)-1,3,4-oxadiazol-2-yl)amino)azetidin-1-yl)phenyl)piperidine-2,6-dione FC1=C(C(=CC(=C1)N1CC(C1)NC=1OC(=NN1)C1=NC=CC=C1)F)C1C(NC(CC1)=O)=O